dodecyl-dimethyl-amine-N-oxide C(CCCCCCCCCCC)[N+](C)(C)[O-]